CC1=C(C=CC=C1C1=CC=2N(C=C1)C(=CN2)C#CCN2[C@@H](CCC2)C(=O)O)C2=CC=CC=C2 (3-(7-(2-methyl-[1,1'-biphenyl]-3-yl)imidazo[1,2-a]pyridin-3-yl)prop-2-yn-1-yl)-L-proline